NC=1SC=C(N1)C=1N=NN(C1)[C@@H]1[C@H]([C@@H](SC=2C(=NC=C(C2)Cl)C=2SC=CN2)O[C@@H]([C@@H]1O)CO)OC 5-Chloro-2-(thiazol-2-yl)pyridin-3-yl 3-[4-(2-aminothiazol-4-yl)-1H-1,2,3-triazol-1-yl]-3-deoxy-2-O-methyl-1-thio-α-D-galactopyranoside